FC=1C=CC(=NC1)C1=CC2=C(N=CN=C2N[C@H](C)C2=NC(=NO2)C)N=C1 6-(5-Fluoro-2-pyridyl)-N-[(1R)-1-(3-methyl-1,2,4-oxadiazol-5-yl)ethyl]pyrido[2,3-d]pyrimidin-4-amine